BrCCCC(=O)N1CCN(CC1)C(=O)OC(C)(C)C tert-butyl 4-(4-bromobutyryl)piperazine-1-carboxylate